BrC1=C(NC2=NN(C3=CC=CC=C23)C)C=CC=C1C1=CC2=C(OCCO2)C=C1 3-(2-bromo-3-(1,4-benzodioxan-6-yl)anilino)-1-methylindazole